FC(C)(F)C=1C(=NC(=NC1C1=C(C=CC=C1)C)NS(=O)(=O)C=1C=NN(C1)C)OC1=CC=C(C=C1)C1CCN(CC1)C N-[5-(1,1-Difluoroethyl)-4-[4-(1-methyl-4-piperidyl)phenoxy]-6-(o-tolyl)pyrimidin-2-yl]-1-methyl-pyrazole-4-sulfonamide